CC1(C(N(C(N1)=O)COCC[Si](C)(C)C)=O)C 5,5-dimethyl-3-((2-(trimethylsilyl)ethoxy)methyl)imidazolidine-2,4-dione